2-amino-6-(5-methyl-4-prop-2-enoyl-2,3-dihydroquinoxalin-1-yl)-8-(4-morpholinophenyl)pyrido[2,3-d]pyrimidin-7-one NC=1N=CC2=C(N1)N(C(C(=C2)N2CCN(C1=C(C=CC=C21)C)C(C=C)=O)=O)C2=CC=C(C=C2)N2CCOCC2